1-((4'-cyclopropyl-6'-methoxy-5-nitro-[2,5'-bipyrimidin]-4-yl)amino)cyclopropane-1-carboxylic acid ethyl ester C(C)OC(=O)C1(CC1)NC1=NC(=NC=C1[N+](=O)[O-])C=1C(=NC=NC1OC)C1CC1